(E)-3-[4-(trifluoromethyl)phenyl]prop-2-en-1-ol FC(C1=CC=C(C=C1)/C=C/CO)(F)F